5-(2-(4-fluoro-3-(pyridin-3-yl)phenylamino)-5-methylpyrimidin-4-ylamino)benzo[d]oxazol-2(3H)-one FC1=C(C=C(C=C1)NC1=NC=C(C(=N1)NC=1C=CC2=C(NC(O2)=O)C1)C)C=1C=NC=CC1